C1(=CC=C(C=C1)OCCOC1=C(C2=CC=CC=C2C=C1)C1=C(C=CC2=CC=CC=C12)OCCO)C1=CC=C(C=C1)OCCOC1=C(C2=CC=CC=C2C=C1)C1=C(C=CC2=CC=CC=C12)OCCO 2,2'-[[1,1'-biphenyl]-4,4'-diylbis(oxyethane-2,1-diyloxy[1,1'-binaphthalene]-2',2-diyloxy)]di(ethan-1-ol)